O=C1N(C=CN1)CCNC(OC(C)(C)C)=O tert-butyl N-[2-(2-oxo-3H-imidazol-1-yl)ethyl]carbamate